BrC1=CC=C2C(C(=CN(C2=C1)C(C)C)CN([C@@H]1CN(CCC1)C(=O)OC(C)(C)C)CC1=CC(=NC=C1)C)=O tert-butyl (3S)-3-({[7-bromo-4-oxo-1-(propan-2-yl)-1,4-dihydroquinolin-3-yl]methyl}[(2-methylpyridin-4-yl)methyl]amino)piperidine-1-carboxylate